benzyldimethyltetradecylammonium chloride monohydrate O.[Cl-].C(C1=CC=CC=C1)[N+](CCCCCCCCCCCCCC)(C)C